((3-((4,5-dimethylthiazol-2-yl)carbamoyl)-2-methylphenyl)amino)propanoic acid CC=1N=C(SC1C)NC(=O)C=1C(=C(C=CC1)NC(C(=O)O)C)C